3-(diphenylmethylene)-2-methylisoindolin-1-one C1(=CC=CC=C1)C(=C1N(C(C2=CC=CC=C12)=O)C)C1=CC=CC=C1